sodium 2-hydroxy-3-allyloxymorpholine salt OC1C(NCCO1)OCC=C.[Na]